6-(isopropyl(methyl)amino)-2-(6-(5-methyl-6,7,8,9-tetrahydro-5H-[1,2,4]triazolo[4,3-a]azepin-3-yl)pyridin-2-yl)-4-((methylamino)methyl)-2,3-dihydro-1H-pyrrolo[3,4-c]pyridin-1-one C(C)(C)N(C1=CC2=C(C(=N1)CNC)CN(C2=O)C2=NC(=CC=C2)C2=NN=C1N2C(CCCC1)C)C